anti-pyrene C1=CC=C2C=CC3=CC=CC4=CC=C1C2=C34